7,8-dichloro-1-methyl-10-(2-methyl-2H-1,2,3-triazol-4-yl)-3,4,5,6-tetrahydroazepino[4,5-b]indol-2(1H)-one ClC1=C(C=C(C=2C3=C(NC12)CCNC(C3C)=O)C3=NN(N=C3)C)Cl